N1C(=S)NC(=O)CC1=O thiobarbiturate